FC(C(F)(F)F)(S(=O)(=O)O)F perfluoroethanesulfonic acid